COCCOCCOC1=NN=C(S1)N 5-(2-(2-methoxyethoxy)ethoxy)-1,3,4-thiadiazol-2-amine